C(CC)(=O)OC1=C(C(=C(C(=C1)C(C)(C)C)O)C(C)(C)C)C methyl-(3,5-di-tert-butyl-4-hydroxyphenyl) propionate